(1-(pyridin-4-ylmethyl)-1H-pyrazol-3-yl)benzenesulfonamide N1=CC=C(C=C1)CN1N=C(C=C1)C1=C(C=CC=C1)S(=O)(=O)N